C1CCCCC1 cyclohex-an